5-(2-(6-(Trifluoromethyl)imidazo[1,2-a]pyrazin-3-yl)pyrimidin-4-yl)hexahydro-2H-thieno[2,3-c]pyrrole 1,1-dioxide FC(C=1N=CC=2N(C1)C(=CN2)C2=NC=CC(=N2)N2CC1C(C2)CCS1(=O)=O)(F)F